ClC=1C=C2C3=C(NC2=C(C1)C1=C(C(=C(C=C1)OC)C)C)C(=NC=C3)C 6-Chloro-8-(4-methoxy-2,3-dimethyl-phenyl)-1-methyl-9H-pyrido[3,4-b]indole